FC(CNCC=1C=NNC1)F 2,2-difluoro-N-(1H-pyrazol-4-ylmethyl)ethylamine